S1C(=CC2=C1C=CC=C2)NC(=O)C2CC1CCCC(C2)C1 N-(1-benzothien-2-yl)bicyclo[3.3.1]nonane-3-carboxamide